(3R,4S)-3,4-dihydroxypyrrolidine-1-carboxylic acid tert-butyl ester C(C)(C)(C)OC(=O)N1C[C@H]([C@H](C1)O)O